3-(2-isopropylphenyl)piperazine C(C)(C)C1=C(C=CC=C1)C1CNCCN1